N-[7-methoxy-6-(trifluoromethoxy)-1H,2H,3H-cyclopenta[b]quinolin-9-yl]-1-(propan-2-yl)piperidin-4-amine COC1=CC=2C(=C3C(=NC2C=C1OC(F)(F)F)CCC3)NC3CCN(CC3)C(C)C